C(C)(C)(C)OC(=O)N1[C@@H]([C@H](CC1)C(=O)N([C@@H](C(C)C)C(=O)O)C)C=C N-((2R,3S)-1-(tert-butoxycarbonyl)-2-vinylpyrrolidine-3-carbonyl)-N-methyl-L-valine